FCCCS(=O)(=O)Cl 3-fluoropropanesulphonyl chloride